(2S,4S)-1-(2-chloroacetyl)-4-fluoro-pyrrolidine-2-carbonitrile ClCC(=O)N1[C@@H](C[C@@H](C1)F)C#N